diethyl (4-bromophenyl) trithiophosphate P(=S)(SCC)(SCC)OC1=CC=C(C=C1)Br